methyl (S,Z)-5-((4-(4-(2,3-bis(t-butoxycarbonyl) guanidino) benzoylamino) phenethyl) amino)-4-((t-butoxycarbonyl) amino)-5-oxopentanoate C(C)(C)(C)OC(=O)\N=C(\NC1=CC=C(C(=O)NC2=CC=C(CCNC([C@H](CCC(=O)OC)NC(=O)OC(C)(C)C)=O)C=C2)C=C1)/NC(=O)OC(C)(C)C